4-(furo[3,2-c]pyridin-4-yl)-N-[1-(oxetan-3-yl)piperidin-4-yl]benzamide ethyl-(7a'S)-2,2-difluoro-5'-oxodihydro-1'H,3'H-spiro[cyclopropane-1,2'-pyrrolizine]-7a'(5'H)-carboxylate C(C)OC(=O)[C@]12CCC(N2CC2(C1)C(C2)(F)F)=O.O2C=CC=1C(=NC=CC12)C1=CC=C(C(=O)NC2CCN(CC2)C2COC2)C=C1